(4-fluoro-2-methyl-3-(3-(1-methyl-1H-pyrazol-4-yl)-1H-pyrazolo[3,4-c]pyridin-5-yl)benzyl)-1-(1-methylcyclopropyl)methylamine FC1=C(C(=C(CNCC2(CC2)C)C=C1)C)C=1C=C2C(=CN1)NN=C2C=2C=NN(C2)C